BrC1=CC(=C(C=2C=COC21)OCC2=CC=NC=C2)C=O 7-bromo-4-(pyridin-4-ylmethoxy)benzofuran-5-carbaldehyde